7-(5-(3-fluoropyrrolidin-3-yl)pentyl)-1,2,3,4-tetrahydro-1,8-naphthyridine FC1(CNCC1)CCCCCC1=CC=C2CCCNC2=N1